C1(CC2C(CC1)O2)CC[Si](O[Si](C)(C)CCC2CC1C(CC2)O1)(C)C 1,3-bis[2-(3,4-Epoxycyclohexyl)ethyl]-1,1,3,3-tetramethyldisiloxane